tert-butyl (2-methyl-3-(pyrazolo[1,5-c]pyrimidin-5-ylamino)propyl)carbamate CC(CNC(OC(C)(C)C)=O)CNC1=CC=2N(C=N1)N=CC2